ClC=1C=C(C(=O)N)C=CC1C[C@@H](CNC(C[C@@H](C1(CC1)C(F)(F)F)C1=CC=CC=C1)=O)N(C)C 3-chloro-4-[(2S)-2-(dimethylamino)-3-[(3R)-3-phenyl-3-[1-(trifluoromethyl)cyclopropyl]propanamido]propyl]benzamide